F[C@]1(C(=O)O[C@@H]([C@H]1OC(C1=CC=CC=C1)=O)COC(C1=CC=CC=C1)=O)C (2R,3R,4R)-2-fluoro-2-methyl-3-benzoyloxy-4-(benzoyloxy)methyl-4-butyrolactone